C(C)(C)(C)OC(=O)N(C)CC1=C(C=CC=C1)B(O)O (2-(((tert-Butoxycarbonyl)(methyl)amino)methyl)phenyl)boronic acid